tert-butyl (R)-4-(3-(5-(difluoromethyl)-1,3,4-thiadiazol-2-yl)-6-(N-(1-methylcyclopropyl)sulfamoyl)imidazo[1,5-a]pyridin-8-yl)-3-methylpiperazine-1-carboxylate FC(C1=NN=C(S1)C1=NC=C2N1C=C(C=C2N2[C@@H](CN(CC2)C(=O)OC(C)(C)C)C)S(NC2(CC2)C)(=O)=O)F